2-(3,5-dimethoxybenzyl)isoindoline-1,3-dione COC=1C=C(CN2C(C3=CC=CC=C3C2=O)=O)C=C(C1)OC